C(C1=CC=CC=C1)NC(N(C1=NC(=CC=C1)C=1C=NC(=NC1)OC)[C@@H]1CC[C@H](CC1)NC1=NC=C(C(=N1)C1=NNC=C1Cl)C#N)=O 3-benzyl-1-(trans-4-((4-(4-chloro-1H-pyrazol-3-yl)-5-cyanopyrimidin-2-yl)amino)cyclohexyl)-1-(6-(2-methoxypyrimidin-5-yl)pyridin-2-yl)urea